tert-Butyl 3-((S)-3,4-dimethylpiperazin-1-yl)-4-methoxypyrrolidine-1-carboxylate C[C@H]1CN(CCN1C)C1CN(CC1OC)C(=O)OC(C)(C)C